BrC1=CC(=C2C(=NC=NN21)N)CN2[C@@H](CCC2)C(F)(F)F (S)-7-bromo-5-((2-(trifluoromethyl)pyrrolidin-1-yl)methyl)pyrrolo[2,1-f][1,2,4]triazin-4-amine